C1=CC=CC=2C3=CC=CC=C3C(C12)COC(=O)N(C(C(=O)OC(C)(C)C)CC=1C=NC=C(C1)C)C tert-Butyl 2-((((9H-fluoren-9-yl)methoxy) carbonyl)(methyl)amino)-3-(5-methylpyridin-3-yl)propanoate